FC1=C(C=CC=C1)C1=CC(=CN1)S(=O)(=O)Cl 5-(2-fluorophenyl)-1H-pyrrole-3-sulfonyl chloride